C1(=CC=CC=C1)C1=CSC=2N=C(N=C(C21)NCC2=CC=C(S2)S(=O)(=O)N)C=2C=NC=CC2 5-(((5-Phenyl-2-(pyridin-3-yl)thieno[2,3-d]pyrimidin-4-yl)amino)methyl)thiophene-2-sulfonamide